3-bromo-4-[(5-cyclopropyl-2-pyridinyl)amino]-N-[(4-methoxyphenyl)methyl]-N-methyl-benzenesulfonamide BrC=1C=C(C=CC1NC1=NC=C(C=C1)C1CC1)S(=O)(=O)N(C)CC1=CC=C(C=C1)OC